N(=[N+]=[N-])[C@@]1(C[C@@H](O[C@@H]1CO)N1C(=O)NC(=O)C(C)=C1)O 3'-azidothymidine